tert-butyl (S)-2-(3-(bromomethyl)-4-(methoxycarbonyl)phenyl)piperidine-1-carboxylate BrCC=1C=C(C=CC1C(=O)OC)[C@H]1N(CCCC1)C(=O)OC(C)(C)C